(S)-2-(1-benzylpyrrolidin-2-yl)propan-2-ol C(C1=CC=CC=C1)N1[C@@H](CCC1)C(C)(C)O